FC(COP1OCC(O1)C(F)(F)F)(C(F)(F)F)F 2-(2,2,3,3,3-pentafluoropropoxy)-4-(trifluoromethyl)-1,3,2-dioxaphospholane